ethyl 4-fluoro-5-hydroxy-2-methylbenzofuran-3-carboxylate FC1=C(C=CC2=C1C(=C(O2)C)C(=O)OCC)O